1-cyclohexyl-2-(3-(trifluoromethyl)pyridin-2-yl)-1,6-dihydrodipyrrolo[2,3-b:2',3'-d]Pyridine C1(CCCCC1)N1C(=CC=2C1=C1C(=NC2)NC=C1)C1=NC=CC=C1C(F)(F)F